COC(=O)[C@]1(OC2=C(C1)C(=C(C(=C2)F)Cl)Br)C2=CC=CC=C2 |r| racemic-methyl-4-bromo-5-chloro-6-fluoro-2-phenyl-2,3-dihydrobenzofuran-2-carboxylate